(S)-6-(3-fluoro-2-methylphenyl)-3-(1-(6-ethoxy-5-methoxypyridin-2-yl)-2-(methylsulfonyl)ethyl)-1-methyl-1H-imidazo[4,5-b]pyridin-2(3H)-one FC=1C(=C(C=CC1)C=1C=C2C(=NC1)N(C(N2C)=O)[C@H](CS(=O)(=O)C)C2=NC(=C(C=C2)OC)OCC)C